(E)-4-(3-amino-4-pyridyl)-2,2-dimethyl-but-3-enoic acid benzyl ester C(C1=CC=CC=C1)OC(C(\C=C\C1=C(C=NC=C1)N)(C)C)=O